C1(=CC=CC=C1)S(=O)(=O)N1C=C(C2=CC=C(C=C12)C(F)(F)F)S(=O)(=O)Cl 1-(phenylsulfonyl)-6-(trifluoromethyl)-1H-indole-3-sulfonyl chloride